C1(CC1)[S@@](=O)(=N)C1=CC=C(O1)C(=O)N 5-[(S)-cyclopropylsulfonimidoyl]Furan-2-carboxamide